COC(=O)C=1C=CC2=C(N(C(=N2)CN)C[C@H]2OCC2)C1 (S)-2-(aminomethyl)-1-((oxetan-2-yl)methyl)-1H-benzo[d]imidazole-6-carboxylic acid methyl ester